methyl-N-cyclohexyl-2-amino-5-bromobenzenemethanamine CC=1C(=C(C=C(C1)Br)CNC1CCCCC1)N